BrC1=C2C(=C(NC2=C(C=C1F)C(=O)O)C)C 4-Bromo-5-fluoro-2,3-dimethyl-1H-indole-7-carboxylic acid